4-chloro-2-methyl-6-(tetrahydrofuran-3-yl)-6H-[1,4]oxazino[3,2-g]quinazolin-7(8H)-one ClC1=NC(=NC2=CC3=C(C=C12)N(C(CO3)=O)C3COCC3)C